m-(1-isopropyloxy)styrene C(C)(C)OC=1C=C(C=C)C=CC1